(5-(4-(4-(2,6-dichlorobenzamido)-1H-pyrazole-3-carboxamido)piperidin-1-yl)-5-oxopentyl)carbamic acid tert-butyl ester C(C)(C)(C)OC(NCCCCC(=O)N1CCC(CC1)NC(=O)C1=NNC=C1NC(C1=C(C=CC=C1Cl)Cl)=O)=O